(((2R)-2-(4-chloro-2-fluorophenyl)-10-methyl-7,10-dihydro-2H-pyrano[3,2-H]isoquinolin-9(8H)-yl)methyl)-4-fluoro-1-(((S)-oxetan-2-yl)methyl)-1H-benzo[d]imidazole-6-carboxylic acid ClC1=CC(=C(C=C1)[C@H]1C=CC=2C=CC=3CCN(C(C3C2O1)C)CC1=NC2=C(N1C[C@H]1OCC1)C=C(C=C2F)C(=O)O)F